FC1=C(C=CC=C1C=1N=C(SC1C1=NC(=NC=C1)NC1=NC=C(C=C1)N1CCNCC1)C)C(CC)S(=O)(=O)N {2-fluoro-3-[2-methyl-5-(2-{[5-(piperazin-1-yl)pyridin-2-yl]amino}pyrimidin-4-yl)-1,3-thiazol-4-yl]phenyl}propane-1-sulfonamide